C1(=C(C=CC=C1)C1=C(C2=C(SC3=C2C=CC=C3)C=C1)C1=C(C=CC=C1)C1=NN=NC(=C1C1=CC=CC=C1)C1=CC=CC=C1)C1=CC=CC=C1 (biphenylyl)[(diphenyltriazinyl)phenyl]Dibenzothiophene